pyrenylphenylboric acid C1(=CC=C2C=CC3=CC=CC4=CC=C1C2=C34)C3=C(C=CC=C3)OB(O)O